N-(3-cyclobutyl-1-methyl-1H-pyrazol-5-yl)-6-(imidazo[1,2-a]pyridine-3-carbonyl)-4,5,6,7-tetrahydrothieno[2,3-c]pyridine-3-carboxamide C1(CCC1)C1=NN(C(=C1)NC(=O)C1=CSC=2CN(CCC21)C(=O)C2=CN=C1N2C=CC=C1)C